Pyrrole-3,4-dipropionic acid N1C=C(C(=C1)CCC(=O)O)CCC(=O)O